6-Ethylpyridine-3-carboxylic Acid C(C)C1=CC=C(C=N1)C(=O)O